C(C#C)OC1=C(C=O)C=C(C(=C1)C=O)OCC#C 2,5-bis(2-propynyloxy)terephthalaldehyde